4-methyl-morpholin CN1CCOCC1